N-{3-(4-Formylphenyl)-1-[4-(trifluoromethoxy)phenyl]-1H-pyrazol-5-yl}acetamide C(=O)C1=CC=C(C=C1)C1=NN(C(=C1)NC(C)=O)C1=CC=C(C=C1)OC(F)(F)F